BrC[C@H]1CN(CC1)C(=O)OC(C)(C)C |o1:2| (R)- or (S)-tert-butyl 3-(bromomethyl)pyrrolidine-1-carboxylate